(2S,3S)-2-({[(9H-fluoren-9-yl)methoxy]carbonyl}amino)-3-(propan-2-yloxy)butanoic acid C1=CC=CC=2C3=CC=CC=C3C(C12)COC(=O)N[C@H](C(=O)O)[C@H](C)OC(C)C